tert-butyl N-[(1S)-1-[2-(6-chloropyrimidin-4-yl)-5-cyclopropyl-1,2,4-triazol-3-yl]ethyl]carbamate ClC1=CC(=NC=N1)N1N=C(N=C1[C@H](C)NC(OC(C)(C)C)=O)C1CC1